C1(CC1)CN1C(=CC=2C1=NC(=CC2)N(S(=O)(=O)C)C(F)F)C2=NC1=C(N2C)C(=CC(=C1)C(=O)O)OC 2-(1-(cyclopropylmethyl)-6-(N-(difluoromethyl)methylsulfonamido)-1H-pyrrolo[2,3-b]pyridin-2-yl)-7-methoxy-1-methyl-1H-benzo[d]imidazole-5-carboxylic acid